N-[4-(3-cyanophenyl)-5-(2,6-dimethyl-4-pyridinyl)thiazol-2-yl]-4-pyrazol-1-yl-piperidine-1-carboxamide C(#N)C=1C=C(C=CC1)C=1N=C(SC1C1=CC(=NC(=C1)C)C)NC(=O)N1CCC(CC1)N1N=CC=C1